Carbonyl-DitriazoleN C(=O)(N1N=NCC1)N1N=NCC1